(R)-N-(4-fluoro-3-methylphenyl)-5-(2-((1-hydroxypropan-2-yl)amino)-2-oxoacetyl)-1,2,4-trimethyl-1H-pyrrole-3-carboxamide FC1=C(C=C(C=C1)NC(=O)C1=C(N(C(=C1C)C(C(=O)N[C@@H](CO)C)=O)C)C)C